Cl[Si](C(C=C)C)(C)C chlorodimethyl-(1-methyl-2-propen-1-yl)silane